C(C)C1=C(C(=C2C(=N1)CC=1C=CC=CC12)C1=CC=C(C=C1)F)CC 2,3-diethyl-4-(4-fluorophenyl)-9H-indeno[2,1-b]pyridine